2,4-dichloro-5,5-dimethyl-5,7-dihydro-6H-pyrrolo[2,3-d]pyrimidin-6-one ClC=1N=C(C2=C(N1)NC(C2(C)C)=O)Cl